4-((3aS,7aR)-2-acryloyloctahydro-5H-pyrrolo[3,4-c]pyridin-5-yl)-3-chloro-5-fluoro-2-methyl-1H-indole-7-carboxamide C(C=C)(=O)N1C[C@@H]2CN(CC[C@H]2C1)C1=C2C(=C(NC2=C(C=C1F)C(=O)N)C)Cl